2-(fluorosulfonylethoxy)propylvinyl ether FS(=O)(=O)CCOC(COC=C)C